2-(3-fluoro-4-((4-(6-methyl-1H-indol-3-yl)-3,6-dihydropyridin-1(2H)-yl)methyl)phenoxy)-N-hydroxyacetamide FC=1C=C(OCC(=O)NO)C=CC1CN1CCC(=CC1)C1=CNC2=CC(=CC=C12)C